FC1(OC2=C(O1)C=CC(=C2)C2(C(NC1=C(C(=CC=C21)F)F)=O)C2=CC=C(C=C2)O)F 3-(2,2-difluorobenzo[d][1,3]dioxol-5-yl)-6,7-difluoro-3-(4-hydroxyphenyl)indol-2-one